(S)-tert-butyl ((3-chloro-7,8-dihydro-2H-1,6,9-trioxa-9a-borabenzo[cd]azulen-2-yl)methyl)carbamate ClC1=CC=C2C3=C1[C@H](OB3OCCO2)CNC(OC(C)(C)C)=O